2-chloro-6-ethylnicotinic acid ethyl ester C(C)OC(C1=C(N=C(C=C1)CC)Cl)=O